C1(CC1)COC=1C(=CC2=CN(N=C2C1)C1CCNCC1)NC(=O)C=1C=NN2C1N=CC=C2 N-(6-(cyclopropylmethoxy)-2-(piperidin-4-yl)-2H-indazol-5-yl)pyrazolo[1,5-a]pyrimidine-3-carboxamide